((tetrahydro-2H-pyran-4-yl)methoxy)quinazolin-4(3H)-one O1CCC(CC1)COC1=NC2=CC=CC=C2C(N1)=O